O=C1C=C(OC2=CC=CC=C12)C(=O)O 4-oxo-4H-chromene-2-carboxylic acid